C1(=CC=CC=C1)COC=1C=C(C=C2C=C(N(C12)CC1CC1)C=O)F 7-(phenylmethyloxy)-1-(cyclopropylmethyl)-5-fluoro-1H-indole-2-carbaldehyde